BrC=1C=C(C=C2CCC=CC12)F (E)-8-bromo-6-fluoro-3,4-dihydronaphthalen